O1C2=C(OCC1)C=C(C=C2)C2=C1CCN(C1=CC=C2)C(=O)C=2SC=1CN(CCC1N2)CCO (4-(2,3-dihydrobenzo[b][1,4]dioxin-6-yl)indoline-1-yl)(5-(2-hydroxyethyl)-4,5,6,7-tetrahydrothiazolo[5,4-c]pyridin-2-yl)methanone